CN(C1CCC(CC1)NC1=C2C=C(N(C2=CC=C1)CC(F)(F)F)C#CCNC1=C(C=C(C=C1)S(=O)(=O)N)OC)C 4-((3-(4-(((1S,4S)-4-(dimethylamino)cyclohexyl)amino)-1-(2,2,2-trifluoroethyl)-1H-indol-2-yl)prop-2-yn-1-yl)amino)-3-methoxybenzenesulfonamide